FC(C(=O)O)(F)F.FC(C(=O)O)(F)F.N1=NC(=CC=C1)C(=O)O pyridazine-3-carboxylic acid bistrifluoroacetate